2-[3,5-bis(difluoromethyl)-1H-pyrazol-1-yl]-1-[4-(4-{5-[2-chloro-6-(prop-2-yn-1-yloxy)phenyl]-4,5-dihydro-1,2-oxazole-3-yl}-1,3-thiazol-2-yl)piperidin-1-yl]ethanone FC(C1=NN(C(=C1)C(F)F)CC(=O)N1CCC(CC1)C=1SC=C(N1)C1=NOC(C1)C1=C(C=CC=C1OCC#C)Cl)F